The molecule is a heparin hexasaccharide consisting of 4-deoxy-2-O-sulfo-alpha-L-threo-hex-4-enopyranuronosyl, 2-deoxy-6-O-sulfo-2-(sulfoamino)-alpha-D-glucopyranosyl, alpha-L-idopyranuronosyl, 2-acetamido-2-deoxy-6-O-sulfo-alpha-D-glucopyranosyl, beta-D-glucopyranuronosyl, and 2-deoxy-3,6-di-O-sulfo-2-(sulfoamino)-alpha-D-glucopyranose units joined in sequence by 1->4 linkages. Sequence: DUA2S-GlcNS6S-IdoA-GlcNAc6S-GlcA-GlcNS3S6S. It is a heparin hexasaccharide, an amino hexasaccharide and an oligosaccharide sulfate. CC(=O)N[C@@H]1[C@H]([C@@H]([C@H](O[C@@H]1O[C@H]2[C@@H]([C@H]([C@@H](O[C@@H]2C(=O)O)O[C@@H]3[C@H](O[C@@H]([C@@H]([C@H]3OS(=O)(=O)O)NS(=O)(=O)O)O)COS(=O)(=O)O)O)O)COS(=O)(=O)O)O[C@H]4[C@@H]([C@H]([C@@H]([C@@H](O4)C(=O)O)O[C@@H]5[C@@H]([C@H]([C@@H]([C@H](O5)COS(=O)(=O)O)O[C@H]6[C@@H]([C@H](C=C(O6)C(=O)O)O)OS(=O)(=O)O)O)NS(=O)(=O)O)O)O)O